BrC1=NC=CC(=C1C(C)O)Br 1-(2,4-dibromopyridin-3-yl)ethanol